BrC=1C(=C(C#N)C=CC1)N1C[C@H]2C([C@H]2C1)C1=NN=CN1C 3-bromo-2-[(1R,5S)-6-(4-methyl-1,2,4-triazol-3-yl)-3-azabicyclo[3.1.0]hexan-3-yl]benzonitrile